C(OCCCCCCCCCC)(OCCCCCNCCO)=O decyl (5-((2-hydroxyethyl) amino) pentyl) carbonate